tert-butyl 2-allylpyrrolidine-1-carboxylate C(C=C)C1N(CCC1)C(=O)OC(C)(C)C